3-HYDROXY-3-METHYLGLUTARYL-COA OC(CC(=O)SCCNC(CCNC([C@@H](C(COP(OP(OC[C@@H]1[C@H]([C@H]([C@@H](O1)N1C=NC=2C(N)=NC=NC12)O)OP(=O)(O)O)(=O)O)(=O)O)(C)C)O)=O)=O)(CC(=O)O)C